C(CC)C1=C(C=CC=2C3=CC=CC=C3NC12)CBr propyl-2-(bromomethyl)carbazole